(2E,2'E)-2,2'-(1-(pyridin-3-yl)butane-2,3-diylidene)bis(N-methylhydrazine-1-carbothioamide) N1=CC(=CC=C1)C\C(\C(\C)=N\NC(NC)=S)=N/NC(NC)=S